[Li].C(CCCCCCCCCCCCCCC)(=O)SCCNC(CCNC([C@@H](C(COP(OP(OC[C@@H]1[C@H]([C@H]([C@@H](O1)N1C=NC=2C(N)=NC=NC12)O)OP(=O)(O)O)(=O)O)(=O)O)(C)C)O)=O)=O palmitoyl-CoA lithium salt